ClC1=C(C(=O)O)C=C(C=C1)CNC(C(C)(C)C)=O 2-chloro-5-{[(2,2-dimethylpropionyl)amino]methyl}benzoic acid